C(#C)C=1C=C(C=CC1)NCC=1N=C(N(C1)C=1C=CC=2N(C1)C(=CN2)C(=O)N)C2=NC(=CC=C2)C 6-(4-(((3-ethynylphenyl)amino)methyl)-2-(6-methylpyridin-2-yl)-1H-imidazol-1-yl)imidazo[1,2-a]pyridine-3-carboxamide